CO[C@@H]1[C@H](COC1)N1C(=CC2=C1N=C(N=C2)SC)C#N 7-((3s,4r)-4-methoxytetrahydrofuran-3-yl)-2-(methylthio)-7H-pyrrolo[2,3-d]pyrimidine-6-carbonitrile